zinc 16-octadecenate C(CCCCCCCCCCCCCCC=CC)(=O)[O-].[Zn+2].C(CCCCCCCCCCCCCCC=CC)(=O)[O-]